1-Methyl-piperidine-4-carboxylic acid [(R)-7-(4-methyl-benzyloxy)-2,3-dihydro-benzo[1,4]dioxin-2-ylmethyl]-amide CC1=CC=C(COC=2C=CC3=C(O[C@@H](CO3)CNC(=O)C3CCN(CC3)C)C2)C=C1